2-ethylbutyl ((S)-(1-((2S,3S,5R)-5-(5-fluoro-2,4-dioxo-3,4-dihydropyrimidin-1(2H)-yl)-3-hydroxytetrahydrofuran-2-yl)cyclopropoxy)(naphthalen-1-yloxy)phosphoryl)-L-alaninate FC=1C(NC(N(C1)[C@H]1C[C@@H]([C@H](O1)C1(CC1)O[P@@](=O)(OC1=CC=CC2=CC=CC=C12)N[C@@H](C)C(=O)OCC(CC)CC)O)=O)=O